1,1-bis(4-cyanophenyl)isobutane C(#N)C1=CC=C(C=C1)C(C(C)C)C1=CC=C(C=C1)C#N